O1N=C(C=C1)NC(=O)[C@@H]1CC12CCN(CC2)C(=O)OC(C(F)(F)F)C(F)(F)F 1,1,1,3,3,3-Hexafluoropropan-2-yl (R)-1-(isoxazol-3-ylcarbamoyl)-6-azaspiro[2.5]octan-6-carboxylat